COC1=CC=C(C=C1)C(SF)NC (4-methoxyphenyl)(methyl)aminomethylthio-fluorine